O\N=C/C1CN(C1)C(=O)OC(C)(C)C tert-butyl (Z)-3-((hydroxyimino)methyl)azetidine-1-carboxylate